P(OC1=CC=CC=C1)(OCCCCCCCCCCCCC)OCCCCCCCCCCCCC phenyl di(tridecyl) phosphite